(trans)-3-aminocyclobutane-1-carboxylic acid N[C@@H]1C[C@H](C1)C(=O)O